N2-(2-methyl-6-(8-oxa-2-azaspiro[4.5]decan-2-yl)pyridin-3-yl)spiro[3.3]heptane-2,6-diamine CC1=NC(=CC=C1NC1CC2(C1)CC(C2)N)N2CC1(CC2)CCOCC1